C(C)C=1C(=C([O-])C=CC1)CC.[Mg+2].C(C)C=1C(=C([O-])C=CC1)CC magnesium diethylphenoxide